ClC1=C2N=C(N=C3C2=C(O[C@H]([C@@H]2[C@@H]4CC[C@H](CN32)N4C(=O)OC(C)(C)C)C)N=C1Cl)SC tert-Butyl (5S,5aS,6S,9R)-1,2-dichloro-5-methyl-12-(methylthio)-5a,6,7,8,9,10-hexahydro-5H-4-oxa-3,10a,11,13,14-pentaaza-6,9-methanonaphtho[1,8-ab]heptalene-14-carboxylate